ClC=1C=C(CN2C[C@@H](CC2)CNC(OC(C)(C)C)=O)C=CC1OCC tert-butyl (S)-((1-(3-chloro-4-ethoxybenzyl) pyrrolidin-3-yl)methyl)carbamate